CN(C(C)=O)C=1C(=NC=C(C1)C(F)(F)F)NC1=NC(=NS1)C=1C=C2C(=CN1)N(C(C2(C)C)=O)C N-methyl-N-[5-(trifluoromethyl)-2-[[3-(1,3,3-trimethyl-2-oxo-pyrrolo[2,3-c]pyridin-5-yl)-1,2,4-thiadiazol-5-yl]amino]-3-pyridyl]acetamide